tert-Butyl 3-(3-(allyloxy)-5-fluoro-4-vinylphenyl)-3,8-diazabicyclo[3.2.1]octane-8-carboxylate C(C=C)OC=1C=C(C=C(C1C=C)F)N1CC2CCC(C1)N2C(=O)OC(C)(C)C